phthalic acid diamide potassium salt [K].C(C=1C(C(=O)N)=CC=CC1)(=O)N